CCCCCCCCCCCCCCCCCC(=O)OC[C@H](COP(=O)(O)OCCN)OC(=O)CC/C=C\C/C=C\C/C=C\C/C=C\C/C=C\C/C=C\CC 1-stearoyl-2-docosahexaenoyl-sn-glycero-3-phosphoethanolamine